C(CCCCCCCCCCCCCCCCC)(=O)OCC(COC(CCCCCCCCCCCCCCCCC)=O)OC(N(C)C1CN(C1)CCO)=O 2-(((1-(2-hydroxyethyl)azetidin-3-yl)(methyl)carbamoyl)oxy)propane-1,3-diyl distearate